4-hydroxy-3-(5-(2-((2-(trimethylsilyl)ethoxy)methyl)-2H-tetrazol-5-yl)pyridin-3-yl)phenyl cycloheptylcarbamate C1(CCCCCC1)NC(OC1=CC(=C(C=C1)O)C=1C=NC=C(C1)C=1N=NN(N1)COCC[Si](C)(C)C)=O